C(=O)(O)[C@H](O)[C@@H](O)C(=O)O.S1C=CC=2C1=C1C=NNC1=CC2 6H-thieno[2,3-e]indazole L-tartrate